COC=1C=CC=C2NC=C(CCN(C(C)C)CCC)C12 4-methoxy-N-propyl-N-isopropyltryptamine